CC1(C(C1C=C(C)C)C(=O)O)C 2,2-dimethyl-3-(2-methyl-1-propenyl)cyclopropanecarboxylic acid